ClC1=NC(=CC=C1C(=O)OC)Cl methyl 2,6-dichloro-3-pyridinecarboxylate